(R)-2-aminobutyric acid methyl ester hydrochloride Cl.COC([C@@H](CC)N)=O